sodium 2-ethyl-hexyl sulfate S(=O)(=O)(OCC(CCCC)CC)[O-].[Na+]